1-(4-((2-(3-oxa-8-azabicyclo[3.2.1]octan-8-yl)-4-(trifluoromethyl)benzyl)(methyl)-amino)-4-methyl-piperidine-1-carbonyl)-1H-pyrazole-3-carboxylic acid C12COCC(CC1)N2C2=C(CN(C1(CCN(CC1)C(=O)N1N=C(C=C1)C(=O)O)C)C)C=CC(=C2)C(F)(F)F